CCOC(=O)COC1=C(C(=C(C=C1)C1=CC(=CC=C1)CC)OCC(=O)OCC)CC bis(2-ethoxycarbonylmethoxy)-3,3'-diethyl-biphenyl